C(C)(C)(C)C1=NN(C=C1)C1=C(C#N)C=CC=C1 2-(3-(tert-butyl)-1H-pyrazol-1-yl)benzonitrile